[5-(p-bromophenyl)-7-(trifluoromethyl)pyrazolo[1,5-a]pyrimidin-3-yl](thiophen-2-yl)methanone BrC1=CC=C(C=C1)C1=NC=2N(C(=C1)C(F)(F)F)N=CC2C(=O)C=2SC=CC2